tert-butyl (R)-2-(((4-bromo-3-cyanopyrazolo[1,5-a]pyridin-6-yl)oxy)methyl)morpholine-4-carboxylate BrC=1C=2N(C=C(C1)OC[C@H]1CN(CCO1)C(=O)OC(C)(C)C)N=CC2C#N